4-nitro-3-trifluoromethyl-aniline [N+](=O)([O-])C1=C(C=C(N)C=C1)C(F)(F)F